N1=CC=C(C=C1)C=1N=NC(=NN1)C1=CC=NC=C1 3,6-di(4-pyridyl)-1,2,4,5-tetrazine